C(C)(C)C1=CC(=CC=2N(C(N(C21)C)=O)C)NC=2C=NC(=CC2)OC 4-isopropyl-6-((6-methoxypyridin-3-yl)amino)-1,3-dimethyl-1,3-dihydro-2H-benzo[d]imidazol-2-one